4-(trityl-methoxy)-styrene C(C1=CC=CC=C1)(C1=CC=CC=C1)(C1=CC=CC=C1)COC1=CC=C(C=C)C=C1